2,6-Difluoro-3-(1-methyl-6-(3-((tetrahydrofuran-3-yl)methyl)morpholino)-1H-pyrazolo[4,3-c]pyridin-3-yl)-5-(trifluoromethyl)phenol FC1=C(C(=C(C=C1C1=NN(C2=C1C=NC(=C2)N2C(COCC2)CC2COCC2)C)C(F)(F)F)F)O